2-(2-(dimethylamino)ethoxy)-4-methoxyphenol CN(CCOC1=C(C=CC(=C1)OC)O)C